C(C)N1N=C(C(=C1)NC1=NN(C2=CC(=CC=C12)C(C)(C)O)C)C 2-{3-[(1-ethyl-3-methyl-1H-pyrazol-4-yl)amino]-1-methyl-1H-indazol-6-yl}propan-2-ol